ClC1=CC(=CC(=N1)N1CCN(CC1)S(=O)(=O)C1=CC=C(C=C1)NC(C1=CC=C(C=C1)CCN1C2CNCC1C2)=O)C(F)(F)F N-[4-[4-[6-chloro-4-(trifluoromethyl)-2-pyridyl]piperazin-1-yl]sulfonylphenyl]-4-[2-(3,6-diazabicyclo[3.1.1]heptan-6-yl)ethyl]benzamide